((6-(5-(2-amino-acetamido)pyridin-2-yl)-1,2,4,5-tetrazin-3-yl)methyl)phosphonic acid NCC(=O)NC=1C=CC(=NC1)C1=NN=C(N=N1)CP(O)(O)=O